FC1(CC(C1)CNC1CCC(CC1)S(=O)(=O)N1[C@H]2CC(C[C@@H]1CC2)NC(=O)C2=NOC(=C2)C2COC2)F N-((1R,3R,5S)-8-(((1r,4R)-4-(((3,3-Difluorocyclobutyl)methyl)amino)cyclohexyl)sulfonyl)-8-azabicyclo[3.2.1]octan-3-yl)-5-(oxetan-3-yl)isoxazole-3-carboxamide